C(#N)C1=C(C=C(C=C1)C)N1C(N(C(C1)C#N)C1=CN=CC2=CC=CC=C12)=O 1-(2-cyano-5-methylphenyl)-3-(isoquinolin-4-yl)-2-oxoimidazoline-4-carbonitrile